N-hexyltrimethylurea C(CCCCC)N(C(=O)N(C)C)C